[OH-].C(C)[N+](CC)(CC)CC Tetraethyl-ammonium hydroxid